NC=1OC2=C(N1)C=CC(=C2)OC 2-amino-6-methoxybenzoxazol